(2S,4R)-1-[(2S)-2-(4-cyclopropyltriazol-1-yl)-3,3-dimethyl-butanoyl]-4-hydroxy-N-[(4-methyl-3-methylsulfonyl-phenyl)methyl]pyrrolidine-2-carboxamide C1(CC1)C=1N=NN(C1)[C@H](C(=O)N1[C@@H](C[C@H](C1)O)C(=O)NCC1=CC(=C(C=C1)C)S(=O)(=O)C)C(C)(C)C